CCCC(CC)OC=1C(=NSN1)C=1C=[N+](C=C(C1)O)C 3-[(4-hexyloxy)-1,2,5-thiadiazol-3-yl]-5-hydroxy-1-methylpyridin-1-ium